Triazolone C1=NN=NC1=O